ClC=1C=CC=C2C(C(=C(NC12)C1=CC=CC=C1)[C@H](C)N[S@](=O)C(C)(C)C)=O (R)-N-((S)-1-(8-chloro-4-oxo-2-phenyl-1,4-dihydroquinolin-3-yl)ethyl)-2-methylpropane-2-sulfinamide